ClC1=NC2=CC(=C(C=C2C(=N1)N[C@H](C)C1=CC(=CC(=C1)C(F)(F)F)[N+](=O)[O-])O[C@@H]1COCC1)OC 2-chloro-7-methoxy-N-((R)-1-(3-nitro-5-(trifluoromethyl)phenyl)ethyl)-6-(((S)-tetrahydrofuran-3-yl)oxy)quinazolin-4-amine